[Cu].CC1=CC=C(C=C1)C1(C2=CC=CC=C2C=2C=CC=CC12)C1=CC=C(C=C1)C 9,9-bis(4-methylphenyl)fluorene copper